C(N)(=O)CC[SH+]CCC(N)=O bis-(2-carbamoyl-ethyl)sulfonium